OC(CC1=C2C(=C(C(NC2=NC=C1)=O)C(=O)NC1CCC(CC1)C)O)CO (2,3-dihydroxypropyl)-4-hydroxy-N-(4-methylcyclohexyl)-2-oxo-1,8-naphthyridine-3-carboxamide